CS(=O)(=O)N1C(N(CC1)C(=O)Cl)=O 3-(methylsulfonyl)-2-oxoimidazolidine-1-carbonyl chloride